8-(2-(methoxycarbonyl)-6-(propylcarbamoyl)pyridin-3-yl)-6-methyl-5,6-dihydro-4H-benzo[b]thieno[2,3-d]azepine-9-carboxylic acid COC(=O)C1=NC(=CC=C1C=1C(=CC2=C(N(CCC3=C2SC=C3)C)C1)C(=O)O)C(NCCC)=O